1-methyl-N-(5-(2-((3aR,5r,6aS)-2-(2,2,2-trifluoroethyl)octa-hydrocyclopenta[c]pyrrol-5-yl)ethoxy)-1H-indol-3-yl)-1H-pyrazole-5-carboxamide CN1N=CC=C1C(=O)NC1=CNC2=CC=C(C=C12)OCCC1C[C@@H]2[C@@H](CN(C2)CC(F)(F)F)C1